(R/S)-methyl 2-bromobutyrate Br[C@@H](C(=O)OC)CC |r|